t-butyl (S)-(1-(3,3-difluoropyrrolidin-1-yl)-3-hydroxy-1-oxopropan-2-yl)carbamate FC1(CN(CC1)C([C@H](CO)NC(OC(C)(C)C)=O)=O)F